(S)-2-(pyridin-2-ylamino)-4-((2-(pyridin-2-yloxy)ethyl)(4-(5,6,7,8-tetrahydro-1,8-naphthyridin-2-yl)butyl)amino)butanoic acid N1=C(C=CC=C1)N[C@H](C(=O)O)CCN(CCCCC1=NC=2NCCCC2C=C1)CCOC1=NC=CC=C1